1-[4-(benzenesulfonyl)phenyl]-3-{thieno[2,3-c]pyridin-2-ylmethyl}urea C1(=CC=CC=C1)S(=O)(=O)C1=CC=C(C=C1)NC(=O)NCC1=CC=2C(=CN=CC2)S1